8-({4-[1-cyclopropyl-4-(trifluoromethyl)imidazol-2-yl]phenyl}methyl)-2-(4-cyclopropyl-6-methoxypyrimidin-5-yl)-6-(1-cyclopropylpyrazol-4-yl)pyrido[2,3-d]pyrimidin-7-one C1(CC1)N1C(=NC(=C1)C(F)(F)F)C1=CC=C(C=C1)CN1C(C(=CC2=C1N=C(N=C2)C=2C(=NC=NC2OC)C2CC2)C=2C=NN(C2)C2CC2)=O